potassium 2,3-dihydro-1H-isoindole-1,3-dione C1(NC(C2=CC=CC=C12)=O)=O.[K]